C(C=C)(=O)N1CCN(CC1)CCCN1C(C(=CC2=C1N=C(N=C2)N)C2=C(C(=CC(=C2Cl)OC)OC)Cl)=O 8-(3-(4-acryloylpiperazin-1-yl)propyl)-2-amino-6-(2,6-dichloro-3,5-dimethoxyphenyl)pyrido[2,3-d]pyrimidin-7(8H)-one